ClC=1N=C2C(=C(C(N(C2=CC1)C)=O)C#N)N1CCC(CC1)(O)[C@@H](C)C1=NC=C(C=C1)Cl 6-chloro-4-[4-[(1S)-1-(5-chloro-2-pyridinyl)ethyl]-4-hydroxy-1-piperidinyl]-1-methyl-2-oxo-1,5-naphthyridine-3-carbonitrile